OC=1C(N=CC1O)=O 3,4-dihydroxy-2H-pyrrol-2-one